8'-Bromo-7'-fluoro-1-isopropyl-3'-methylspiro[azetidine-3,1'-pyrrolo[2,3-c]quinolin]-2'(3'H)-one BrC1=CC=2C3=C(C=NC2C=C1F)N(C(C31CN(C1)C(C)C)=O)C